4-((3-fluoro-4-(1H-1,2,4-triazol-1-yl)benzyl)oxy)phenyl sulfurofluoridate S(OC1=CC=C(C=C1)OCC1=CC(=C(C=C1)N1N=CN=C1)F)(=O)(=O)F